N-(4-fluorophenyl)-N-(2-((4-fluorophenyl)amino)pyrimidin-4-yl)cyclopropane-1,1-dicarboxamide FC1=CC=C(C=C1)N(C(=O)C1(CC1)C(=O)N)C1=NC(=NC=C1)NC1=CC=C(C=C1)F